FC([C@H](C)O[C@@H](C=O)C)(F)F (R)-2-(((s)-1,1,1-trifluoropropan-2-yl)oxy)propanal